FC=1C=C(C=CC1N1CCOCC1)N1C(O[C@H](C1)CNS(=O)(=O)C=1C=CC=C2C=CC=NC12)=O (R)-N-((3-(3-fluoro-4-morpholinophenyl)-2-oxooxazolidin-5-yl)methyl)quinoline-8-sulfonamide